NC1=CC=C(CNNC(=O)C2CC3=CC=CC=C3C2)C=C1 N'-(4-aminobenzyl)-2,3-dihydro-1H-indene-2-carbohydrazide